OC1(CCN(CC1)C(=O)[C@H]1[C@@H](CN(CC1)C(C1=CC=C(C=C1)C)=O)C1=CC=CC=C1)CN1C=NC2=C(C1=O)C=CN2C 3-[(4-hydroxy-1-{[(3R,4R)-1-(4-methylbenzoyl)-3-phenylpiperidin-4-yl]carbonyl}piperidin-4-yl)methyl]-7-methyl-3,7-dihydro-4H-pyrrolo[2,3-d]pyrimidin-4-one